3,6-bis{4-[bis(2-hydroxydodecyl)amino]butyl}piperazine OC(CN(CCCCC1CNC(CN1)CCCCN(CC(CCCCCCCCCC)O)CC(CCCCCCCCCC)O)CC(CCCCCCCCCC)O)CCCCCCCCCC